ClC1=CC2=C(C=N1)C(=NN2C2OCCCC2)NCCN2CCOCC2 6-chloro-N-(2-morpholinoethyl)-1-(tetrahydro-2H-pyran-2-yl)-1H-pyrazolo[4,3-c]pyridin-3-amine